6-(4-((R)-2-((1r,4R)-4-((tert-butoxycarbonylamino)methyl)cyclohexanecarboxamido)-3-(isoquinolin-6-yl)propoxy)phenyl)quinoline-4-carboxylic acid C(C)(C)(C)OC(=O)NCC1CCC(CC1)C(=O)N[C@@H](COC1=CC=C(C=C1)C=1C=C2C(=CC=NC2=CC1)C(=O)O)CC=1C=C2C=CN=CC2=CC1